C(CC)(=O)OC=1C(=C(C=C(C1F)C)C1=C(C=CC=C1F)F)F (2,2',4,6'-tetrafluoro-5-methyl-[1,1'-biphenyl]-3-yl) propionate